C1=CC=CC=2C3=CC=CC=C3C(C12)COC(N(CC#C)CC1=C(C=CC(=C1)[N+](=O)[O-])CO[Si](C1=CC=CC=C1)(C1=CC=CC=C1)C(C)(C)C)=O.OC(C)(C)C(=O)C(C)(C)O alpha-hydroxyisopropylketone (9H-fluoren-9-yl)methyl-(2-(((tert-butyldiphenylsilyl)oxy)methyl)-5-nitrobenzyl)(prop-2-yn-1-yl)carbamate